[N+]1(=CC=[N+](C2=CC=CC=C12)[O-])[O-] Quinoxaline-1,4-dioxide